5-[(2S)-4-fluoro-6-hydroxy-2-{[(2-methylpropyl)amino]methyl}-2,3-dihydro-1-benzofuran-5-yl]-1λ6,2,5-thiadiazolidine-1,1,3-trione FC1=C(C(=CC2=C1C[C@H](O2)CNCC(C)C)O)N2CC(NS2(=O)=O)=O